monofluoroethylene dichloride FC(CCl)Cl